2-((S)-3-carboxybutanoyl)-6-methoxybenzo[b]thiophen C(=O)(O)[C@H](CC(=O)C1=CC2=C(S1)C=C(C=C2)OC)C